2-(cyclopropyl((7-methyl-4-oxo-3,4-dihydrothieno[3,2-d]pyrimidin-2-yl)methyl)amino)-N-methylacetamide C1(CC1)N(CC(=O)NC)CC=1NC(C2=C(N1)C(=CS2)C)=O